N1CC(C1)NC=1C=CC(=C(C(=O)N[C@H](C)C2=CC(=CC=C2)C=2SC(=CC2)CN2C[C@@H](CC2)O)C1)C 5-(azetidin-3-ylamino)-N-((R)-1-(3-(5-(((R)-3-hydroxypyrrolidin-1-yl)methyl)thiophen-2-yl)phenyl)ethyl)-2-methylbenzamide